C(CC)C1=NNC(=C1)C(=O)N 3-propyl-1H-pyrazole-5-formamide